[Au].[Sn].[Ni] nickel-tin-gold